6-[(2R,4S)-4-fluoro-2-[5-fluoro-2-(methylsulfanyl)phenyl]pyrrolidin-1-yl]-N-{1-[(3-hydroxyphenyl)methyl]azetidin-3-yl}imidazo[1,2-b]pyridazine-3-carboxamide F[C@H]1C[C@@H](N(C1)C=1C=CC=2N(N1)C(=CN2)C(=O)NC2CN(C2)CC2=CC(=CC=C2)O)C2=C(C=CC(=C2)F)SC